1-(3-(6'-(4-fluorophenyl)-5-methoxy-[2,4'-bipyridin]-3'-yl)pyrrolidin-1-yl)prop-2-en-1-one FC1=CC=C(C=C1)C1=CC(=C(C=N1)C1CN(CC1)C(C=C)=O)C1=NC=C(C=C1)OC